N1=C(C=CC=C1)C1=NC=CC=C1.[Ru].[Ru].[Ru] tri-ruthenium bipyridyl